Methyl (5-isopropyl-4-(trifluoromethyl)pyridin-2-yl)carbamimidothioate C(C)(C)C=1C(=CC(=NC1)NC(=N)SC)C(F)(F)F